3-((4-methoxyphenyl)sulfonyl)quinoline-6-carboxylate COC1=CC=C(C=C1)S(=O)(=O)C=1C=NC2=CC=C(C=C2C1)C(=O)[O-]